5-chloro-1-((2-(3-fluoro-5-methoxyphenyl)pyrimidin-5-yl)methyl)-1H-indazole-7-carboxylic acid ClC=1C=C2C=NN(C2=C(C1)C(=O)O)CC=1C=NC(=NC1)C1=CC(=CC(=C1)OC)F